BrC=1C(N(C(=CC1OCC1=C(C=C(C=C1)F)F)C)C=1C=C(C(=O)NCCO)C=CC1C)=O 3-[3-bromo-4-[(2,4-difluorobenzyl)oxy]-6-methyl-2-oxopyridin-1(2H)-yl]-N-(2-hydroxyethyl)-4-methylbenzamide